C(C1=CC=CC=C1)OC1CC(C1)C1=C(C=CC=C1C=C)F (3-(benzyloxy)cyclobutyl)-1-fluoro-3-vinylbenzene